N,N,N-trimethylbenzyl-ammonium C[N+](C)(C)CC1=CC=CC=C1